S(=O)(=O)(ONC(C)=O)[O-] acetamido sulfate